C(C)C(COP(=O)(OCC(CCCC)CC)C(C(=O)O)C)CCCC 2-[di(2-ethylhexyl-oxy)phosphoryl]propionic acid